5-(methylsulfonyl)-4,5,6,7-tetrahydro-2H-pyrazolo[4,3-c]pyridine CS(=O)(=O)N1CC=2C(CC1)=NNC2